{[1,1'-binaphthalene]-2,2'-diylbis(oxythianthrene-3,2-diyl)}dimethanol C1(=C(C=CC2=CC=CC=C12)OC=1C(=CC=2SC3=CC=CC=C3SC2C1)CO)C1=C(C=CC2=CC=CC=C12)OC=1C(=CC=2SC3=CC=CC=C3SC2C1)CO